2-((2-hydroxyethyl)amino)pyrimidin OCCNC1=NC=CC=N1